(R)-3-(2-(azetidin-1-yl)-6-ethynylpyridin-4-yl)-10-methyl-9,10,11,12-tetrahydro-8H-[1,4]diazepino[5',6':4,5]thieno[3,2-f]quinolin-8-one N1(CCC1)C1=NC(=CC(=C1)C1=NC=2C=CC3=C(C2C=C1)C1=C(S3)C(N[C@@H](CN1)C)=O)C#C